6-[(2S)-2-aminopropyl]-2-chloro-5-fluoro-7-(4-methoxyphenyl)-N-[(thiophen-2-yl)methyl]-7H-pyrrolo[2,3-d]pyrimidin-4-amine hydrochloride Cl.N[C@H](CC1=C(C2=C(N=C(N=C2NCC=2SC=CC2)Cl)N1C1=CC=C(C=C1)OC)F)C